2-chloro-N-[2-(2,6-dioxo-3-piperidyl)-1,3-dioxo-isoindolin-5-yl]-3-(trifluoromethoxymethyl)benzenesulfonamide ClC1=C(C=CC=C1COC(F)(F)F)S(=O)(=O)NC=1C=C2C(N(C(C2=CC1)=O)C1C(NC(CC1)=O)=O)=O